4-((3-hydroxybicyclo[1.1.1]pentan-1-yl)amino)-5-methoxy-N-[5-(5-methylpyrazol-1-yl)-1,3,4-thiadiazol-2-yl]-6-oxopyran-2-carboxamide OC12CC(C1)(C2)NC=2C=C(OC(C2OC)=O)C(=O)NC=2SC(=NN2)N2N=CC=C2C